N1C=NC2=C1C=CC=C2OCCCC2C1(C3=CC=CC=C3C2)CCC(CC1)(C(=O)O)NC1=CC(=CC=C1)Cl (1r,4r)-2'-{3-[(1H-benzimidazol-4-yl)oxy]propyl}-4-(3-chloroanilino)-2',3'-dihydrospiro[cyclohexane-1,1'-indene]-4-carboxylic acid